[Si](C)(C)(C(C)(C)C)OC[C@H]1[C@@H](C1)NC(=O)NC(\C=C\OCC)=O (E)-N-(((1R,2R)-2-(((tert-butyldimethylsilyl)oxy)methyl)cyclopropyl)carbamoyl)-3-ethoxyacrylamide